FCCCN1CC(C1)NC=1C=NC(=CC1)[C@H]1N([C@@H](CC2=C3C(=CC=C12)NN=C3)C)CC(F)(F)F N-(1-(3-fluoropropyl)azacyclobutane-3-yl)-6-((6S,8R)-8-methyl-7-(2,2,2-trifluoroethyl)-6,7,8,9-tetrahydro-3H-pyrazolo[4,3-f]isoquinolin-6-yl)pyridin-3-amine